FC1=C(C=CC(=C1)C(F)(F)F)C1=NC(=CC2=C1N=C(N(C2=O)C)C)C2CC(OCC2)C2=CC(=NC=C2)C 8-(2-fluoro-4-(trifluoromethyl)phenyl)-2,3-dimethyl-6-(2-(2-methylpyridin-4-yl)tetrahydro-2H-pyran-4-yl)pyrido[3,4-d]pyrimidin-4(3H)-one